BrC1=CC=C(C=C1)C(C=CC1=CC(=C(C=C1)O)Cl)=O 1-(4-Bromophenyl)-3-(3-chloro-4-hydroxyphenyl)prop-2-en-1-one